2-Amino-3-bromo-benzaldehyde NC1=C(C=O)C=CC=C1Br